COC1CN(CC1)CC(=O)N1CCC(CC1)NCC=1C=C2C=C(N(C2=CC1)CC(F)(F)F)C#CCNC=1C=CC(=NC1)C(C#N)(C)C 2-{5-[(3-{5-[({1-[2-(3-methoxypyrrolidin-1-yl)acetyl]-piperidin-4-yl}amino)methyl]-1-(2,2,2-trifluoroethyl)-1H-indol-2-yl}prop-2-yn-1-yl)amino]pyridin-2-yl}-2-methylpropanenitrile